7-Bromo-1,6-dimethyl-4-(1-(4-(trifluoromethoxy)benzoyl)piperidin-4-yl)-1,4-dihydropyrido[2,3-b]pyrazine-2,3-dione BrC1=CC2=C(N(C(C(N2C)=O)=O)C2CCN(CC2)C(C2=CC=C(C=C2)OC(F)(F)F)=O)N=C1C